2-(4-(3-Chloropropoxy)phenyl)-3-hydroxy-4H-benzopyran-4-one ClCCCOC1=CC=C(C=C1)C=1OC2=C(C(C1O)=O)C=CC=C2